ClC=1C=C(C=CC1Cl)C1=CN(C2=NC(=CC=C21)C(=O)N2C(C(NCC2)=O)(C)C)CC(C)C 4-(3-(3,4-dichlorophenyl)-1-isobutyl-1H-pyrrolo[2,3-b]pyridine-6-carbonyl)-3,3-dimethylpiperazin-2-one